(5-amino-2-(cyclohexylmethyl)-8-(1-ethyl-1H-pyrazol-5-yl)-[1,2,4]triazolo[1,5-c]pyrimidin-7-yl)benzonitrile NC1=NC(=C(C=2N1N=C(N2)CC2CCCCC2)C2=CC=NN2CC)C2=C(C#N)C=CC=C2